C(=C)(C)C1=C(C=CC=C1)NC(C1=CC=C(C=C1)Cl)=O N-(2-isopropenylphenyl)p-chlorobenzamide